1-(3,5-difluoro-4-(3-(2-(4-methylpiperazin-1-yl)pyridin-4-yl)-1H-pyrazolo[3,4-c]pyridin-5-yl)phenyl)-N-methylmethanamine FC=1C=C(C=C(C1C=1C=C2C(=CN1)NN=C2C2=CC(=NC=C2)N2CCN(CC2)C)F)CNC